[Cl-].[Cl-].CC=1C(C2=CC(=C(C(=C2C1)C1=CC=C(C=C1)C(C)(C)C)OC)C(C)(C)C)[Hf+2] 2-methyl-4-(4-tert-butylphenyl)-5-methoxy-6-tert-butylindenyl-hafnium dichloride